COC(=O)C1=C(C=C(C=C1)C1=C(C=CC=C1)Cl)N.C1(=CC=CC=C1)[Si](OCCCC)(OCCCC)OCCCC phenyl-tri(butoxy)silane methyl-3-amino-2'-chloro-[1,1'-biphenyl]-4-carboxylate